CN(C(CC)N(C)C)C N,N,N',N'-Tetramethylpropandiamin